6-[[5-chloro-3-(2,2-difluoroethoxy)-2-pyridyl]oxy]-7-methyl-N-(3-methyl-1,1-dioxo-thietan-3-yl)imidazo[1,2-b]pyridazine-2-carboxamide ClC=1C=C(C(=NC1)OC=1C(=CC=2N(N1)C=C(N2)C(=O)NC2(CS(C2)(=O)=O)C)C)OCC(F)F